C(C)(C)(C)NS(=O)(=O)C=1C=CC(=NC1)NC([C@H](CC1=CC=CC=C1)NC(OC(C)(C)C)=O)=O tert-butyl (S)-1-(5-(N-tert-butylsulfamoyl) pyridin-2-ylamino)-1-oxo-3-phenylprop-2-ylcarbamate